O=C1N(CCC(N1)=O)C=1C=C(CN2CCN(CC2)C2CCN(CC2)C2=CC=C(C(=O)NC3=CC(=C(C=C3)C)NC3=NC=CC(=N3)C=3C=NC=CC3)C=C2)C=CC1 4-(4-(4-(3-(2,4-dioxotetrahydropyrimidin-1(2H)-yl)benzyl)piperazin-1-yl)piperidin-1-yl)-N-(4-methyl-3-((4-(pyridin-3-yl)pyrimidin-2-yl)amino)phenyl)benzamide